NC(=O)C1=CC(=C(COC2=CC=CC(=N2)C2=CC=C(C=3CCOC32)CC3=NC2=C(N3C[C@H]3OCC3)C=C(C=C2)C(=O)O)C=C1)F (S)-2-((7-(6-((4-aminocarbonyl-2-fluorobenzyl)oxy)pyridin-2-yl)-2,3-dihydrobenzofuran-4-yl)methyl)-1-(oxetane-2-ylmethyl)-1H-benzo[d]imidazole-6-carboxylic acid